5-(4-((3-ethyl-2-oxo-1,2,3,4-tetrahydroquinazolin-7-yl)methyl)piperazin-1-yl)-6-chloro-N-cyclopropylpyridinamide C(C)N1C(NC2=CC(=CC=C2C1)CN1CCN(CC1)C=1C=CC(=NC1Cl)C(=O)NC1CC1)=O